5-[[3-Fluoro-4-[(2-guanidinoxyacetyl)amino]phenyl]sulfonylamino]thiazole-4-carboxylic acid FC=1C=C(C=CC1NC(CONC(=N)N)=O)S(=O)(=O)NC1=C(N=CS1)C(=O)O